2-(2-methoxypropan-2-yl)morpholine COC(C)(C)C1CNCCO1